2-(morpholinomethyl)acrylic acid O1CCN(CC1)CC(C(=O)O)=C